ClC1=CC(=CC(=N1)OCC1=C(C=C(C#N)C=C1)F)C(F)(F)F 4-(((6-chloro-4-(trifluoromethyl)pyridin-2-yl)oxy)methyl)-3-fluorobenzonitrile